((((2R,3S,4R,5R)-5-(5-chloro-7-((cyclopropylmethyl)amino)-3H-[1,2,3]triazolo[4,5-b]pyridin-3-yl)-3,4-dihydroxytetrahydrofuran-2-yl)methoxy)methyl)phosphonic acid ClC1=CC(=C2C(=N1)N(N=N2)[C@H]2[C@@H]([C@@H]([C@H](O2)COCP(O)(O)=O)O)O)NCC2CC2